(Z)-N-(3-(4-((1-(3-(difluoromethyl)-2-fluorophenyl)ethyl)imino)-1,2-dimethyl-1,4-dihydropyrido[3,4-d]pyrimidin-6-yl)prop-2-yn-1-yl)acetamide FC(C=1C(=C(C=CC1)C(C)\N=C/1\C2=C(N(C(=N1)C)C)C=NC(=C2)C#CCNC(C)=O)F)F